Phenoxydiazole O(C1=CC=CC=C1)C1=NNC=C1